(S)-2-Amino-3-hydroxy-N'-(4-hydroxy-3,5-dimethoxy-benzylidene)propanehydrazide N[C@H](C(=O)NN=CC1=CC(=C(C(=C1)OC)O)OC)CO